3-bromo-2-(2-methoxyvinyl)-8-methylimidazo[1,2-f]phenanthridine BrC1=C(N=C2N1C=1C=CC=C(C1C=1C=CC=CC21)C)C=COC